BrC=1C(=C2C(=NNC2=CC1)I)[N+](=O)[O-] 5-BROMO-3-IODO-4-NITRO-1H-INDAZOLE